methyl 4-[3-[2,6-dichloro-4-(1-methylpyrazol-4-yl)benzoyl]-2,4-dihydro-1,3-benzoxazin-8-yl]-5-fluoro-2-(3-oxa-8-azabicyclo[3.2.1]octan-8-yl)benzoate ClC1=C(C(=O)N2COC3=C(C2)C=CC=C3C3=CC(=C(C(=O)OC)C=C3F)N3C2COCC3CC2)C(=CC(=C1)C=1C=NN(C1)C)Cl